3-chloro-2-(2-fluorobenzyl)-6-((1R,2S,5S,6R)-2-(fluoromethyl)-3-oxabicyclo[3.1.0]hexan-6-yl)-2,6-dihydro-7H-pyrazolo[3,4-d]pyridazin-7-one ClC=1N(N=C2C(N(N=CC21)[C@@H]2[C@H]1CO[C@@H]([C@@H]21)CF)=O)CC2=C(C=CC=C2)F